OCCN1C(CNC2(CN(C2)C(=O)OC(C)(C)C)C1)=O tert-butyl 8-(2-hydroxyethyl)-7-oxo-2,5,8-triazaspiro[3.5]nonane-2-carboxylate